(2S,4S)-4-[(tert-Butyldimethylsilyl)oxy]-2-[[(2-fluoro-4-iodopyridin-3-yl)oxy]methyl]pyrrolidine-1-carboxylic acid tert-butyl ester C(C)(C)(C)OC(=O)N1[C@@H](C[C@@H](C1)O[Si](C)(C)C(C)(C)C)COC=1C(=NC=CC1I)F